OCCOC1=CC=C(C=C1)\C=C\C(=O)C1=CC=C(C=C1)I 4-(2-Hydroxyethoxy)-4'-iodochalcone